N,N'-(disulfane-diylbis(ethane-2,1-diyl))bis(5-(4-(trifluoromethyl)phenyl)-2-naphthamide) S(SCCNC(=O)C1=CC2=CC=CC(=C2C=C1)C1=CC=C(C=C1)C(F)(F)F)CCNC(=O)C1=CC2=CC=CC(=C2C=C1)C1=CC=C(C=C1)C(F)(F)F